C(C=C)O[C@@H]1C[C@H](N(CC1)C(=O)OC(C)(C)C)C1=C(C=C(C(=O)O)C=C1)OCCCC=C 4-((2s,4s)-4-(allyloxy)-1-(tert-butoxycarbonyl)piperidin-2-yl)-3-(pent-4-en-1-yloxy)benzoic acid